2-fluoro-5-(isoquinolin-8-ylmethoxy)-4-methoxyaniline FC1=C(N)C=C(C(=C1)OC)OCC=1C=CC=C2C=CN=CC12